2-(3-fluorophenyl)-4,5-dihydrothiazole-4-carboxylic acid FC=1C=C(C=CC1)C=1SCC(N1)C(=O)O